COCC1(N(CCC(C1)CN1CCOCC1)C1=NN(C(=C1)C)C1CC2(CN(C2)C(=O)OC(C)(C)C)C1)C Tert-butyl 6-(3-(2-(methoxymethyl)-2-methyl-4-(morpholinomethyl)piperidin-1-yl)-5-methyl-1H-pyrazol-1-yl)-2-azaspiro[3.3]heptane-2-carboxylate